C1(CC1)C#CC=1C=C(C=NC1C)NC(=O)[O-] 5-(cyclopropylethynyl)-6-methylpyridin-3-carbamate